N-(trans-4-((4-(5-(methanesulfonyl)pyridin-3-yl)-5-(trifluoromethyl)pyrimidin-2-yl)amino)cyclohexyl)-N-(5-(1-methyl-1H-pyrazol-4-yl)pyrazin-2-yl)pentanamide CS(=O)(=O)C=1C=C(C=NC1)C1=NC(=NC=C1C(F)(F)F)N[C@@H]1CC[C@H](CC1)N(C(CCCC)=O)C1=NC=C(N=C1)C=1C=NN(C1)C